CN1N=C(C2=CC=CC(=C12)N(C1CCNCC1)C)C1C(NC(CC1)=O)=O 3-[1-methyl-7-[methyl(4-piperidyl)amino]indazol-3-yl]piperidine-2,6-dione